3,14-dihydroxyhexadecenoic acid ethyl ester C(C)OC(C=C(CCCCCCCCCCC(CC)O)O)=O